ClC1=NC=CC=2C=3C(CN(C12)C)=NN(N3)CC 6-chloro-2-ethyl-5-methyl-4,5-dihydro-2H-[1,2,3]triazolo[4,5-c][1,7]naphthyridine